2-chloromethyl-3,5-dimethyl-4-hydroxypyridine ClCC1=NC=C(C(=C1C)O)C